1-[3-(triethoxysilyl)propyl]-5,5'-tetramethylenebis(1,2,3,4-tetrazole) C(C)O[Si](CCCC(CCCC1=NN=NN1)C1=NN=NN1)(OCC)OCC